N4-((1s,4s)-4-((2-fluoroethyl)amino)cyclohexyl)-5-((1-methyl-1H-pyrazol-4-yl)ethynyl)pyridine-2,4-diamine FCCNC1CCC(CC1)NC1=CC(=NC=C1C#CC=1C=NN(C1)C)N